[4-(6-Aminopyridazin-3-yl)-piperidin-1-yl]-[6-methoxy-5-(4-trifluoromethylphenyl)-pyridin-2-yl]-methanon NC1=CC=C(N=N1)C1CCN(CC1)C(=O)C1=NC(=C(C=C1)C1=CC=C(C=C1)C(F)(F)F)OC